C[C@@H](CC)N1C=C2NC=3N(C=C2C1)N=C(C3)C 6-[(2S)-butan-2-yl]-2-methyl-6,7-dihydro-4H-pyrazolo[1,5-a]pyrrolo[3,4-d]pyrimidine